CC1(C2C(N(C(C12)=O)CC1=CC2=NC=CC(=C2S1)C=1C=C(C#N)C=C(C1CC=CC1CCNCC1)C)=O)C 3-(2-((6,6-dimethyl-2,4-dioxo-3-azabicyclo[3.1.0]hex-3-yl)methyl)thieno[3,2-b]pyridin-7-yl)-5-methyl-4-(piperidin-4-ylethenylmethyl)benzonitrile